N-[4-[[[6-[cyclopropyl-[1-[4-(trifluoromethyl)phenyl]ethyl]amino]-5-fluoro-pyrimidin-4-yl]amino]methyl]phenyl]-1,1,1-trifluoro-methanesulfonamide C1(CC1)N(C1=C(C(=NC=N1)NCC1=CC=C(C=C1)NS(=O)(=O)C(F)(F)F)F)C(C)C1=CC=C(C=C1)C(F)(F)F